6'-amino-4-chloro-2-methyl-[3,3'-bipyridine] 1-oxide NC1=CC=C(C=N1)C=1C(=[N+](C=CC1Cl)[O-])C